CC=1N=CN(C1)COCC[Si](C)(C)C 4-methyl-1-((2-(trimethylsilyl)ethoxy)methyl)-1H-imidazole